2-chloro-1,3-dimethylimidazolium hexafluoroPhosphate F[P-](F)(F)(F)(F)F.ClC=1N(C=C[N+]1C)C